benzyl 4-[(1-tert-butoxycarbonyl-4-piperidyl)methylcarbamoyl]-4-phenyl-piperidine-1-carboxylate C(C)(C)(C)OC(=O)N1CCC(CC1)CNC(=O)C1(CCN(CC1)C(=O)OCC1=CC=CC=C1)C1=CC=CC=C1